isopentanoyl-phosphate C(CC(C)C)(=O)OP(=O)([O-])[O-]